ClC1=C(C=2N=C(N=C(C2C(=N1)OC([2H])([2H])[2H])O)O)F 7-chloro-8-fluoro-5-(methoxy-d3)pyrido[4,3-d]pyrimidine-2,4-diol